demethylanetholtrithione C=1(C(C(C(C=CC=S)=CC1)=S)=S)O